C[C@H]1CC[C@@H](NC1)C=1C=C(OC=2C=NC=CC2)C=CC1 3-(3-((2R,5S)-5-methylpiperidin-2-yl)Phenoxy)pyridine